N[C@@H]1CN(C[C@@H](C1(F)F)C)C1=NC(=C(C=C1C#N)F)NC1=CC2=C(N(C(N2C[C@@H]2CNC(O2)=O)=O)C)C=C1 2-[(3R,5S)-3-amino-4,4-difluoro-5-methyl-1-piperidyl]-5-fluoro-6-[[1-methyl-2-oxo-3-[[(5S)-2-oxooxazolidin-5-yl]methyl]benzimidazol-5-yl]amino]pyridine-3-carbonitrile